5-fluoro-2-methoxy-3-(4,4,5,5-tetramethyl-1,3,2-dioxaborolan-2-yl)aniline FC=1C=C(C(=C(N)C1)OC)B1OC(C(O1)(C)C)(C)C